(R)-N1-(4-chlorophenyl)-N2-(5-(1-(3-cyanophenyl)-3-cyclopropyl-1-((R)-1,1-dimethylethylsulfinamido)propyl)-2-fluorophenyl)-4-oxopyrrolidine-1,2-dicarboxamide ClC1=CC=C(C=C1)NC(=O)N1[C@H](CC(C1)=O)C(=O)NC1=C(C=CC(=C1)C(CCC1CC1)(N[S@](=O)C(C)(C)C)C1=CC(=CC=C1)C#N)F